(S)-2-(2,2,3-trifluoro-3-(4-fluorophenyl)propyl)isoindoline-1,3-dione FC(CN1C(C2=CC=CC=C2C1=O)=O)([C@H](C1=CC=C(C=C1)F)F)F